S1C(=NC2=C1C=CC=C2)C=2C(OC1=CC3=C(C=C1C2)C=CC(=C3)N(CC)CC)=O 3-(Benzo[d]thiazol-2-yl)-8-(diethylamino)-2H-benzo[g]chromen-2-one